(S)-4-((1-methyl-1H-pyrazol-4-yl)methyl)-N-(1-methylcyclopropyl)-1-(3-methylisoxazol-5-yl)-5-oxo-1,2,4,5-tetrahydroimidazo[1,2-a]quinazoline-7-sulfonamide CN1N=CC(=C1)CN1C=2N(C3=CC=C(C=C3C1=O)S(=O)(=O)NC1(CC1)C)[C@@H](CN2)C2=CC(=NO2)C